C(C)(C)(C)OC(=O)N1CCC(CC1)N(C1=CC=C(C=C1)OC(F)F)C=1C=NC=CC1C tert-butyl-4-[4-(difluoromethoxy)-N-(4-methyl-3-pyridyl)anilino]piperidine-1-carboxylate